(3R)-3-(((benzyloxy)carbonyl)amino)-4-hydroxypentanoic acid methyl ester COC(C[C@H](C(C)O)NC(=O)OCC1=CC=CC=C1)=O